FC=1C=C(C=CC1F)N1C(=C(C2=C1C=C1C=NN(C1=C2)C(C(C)(C)C)=O)C[C@H](C(=O)[O-])O)C(C)C (2R)-3-[5-(3,4-difluorophenyl)-1-(2,2-dimethylpropanoyl)-6-isopropyl-pyrrolo[2,3-f]indazol-7-yl]-2-hydroxy-propanoate